5-bromo-N-methyl-4-(trifluoromethyl)thiazol-2-amine BrC1=C(N=C(S1)NC)C(F)(F)F